FC1=C(CN2C(C=3C=CC=NC3C(=C2)C(=O)OC)=O)C=CC(=C1)C1=CC(=NC=C1)C Methyl 6-(2-fluoro-4-(2-methylpyridin-4-yl)benzyl)-5-oxo-5,6-dihydro-1,6-naphthyridine-8-carboxylate